(S)-N-(1-(1-(5-((dimethyl(oxo)-λ6-sulfaneylidene)amino)pyridin-2-yl)-3-methyl-1H-1,2,4-triazol-5-yl)ethyl)-3,5-bis(trifluoromethyl)benzamide CS(=O)(C)=NC=1C=CC(=NC1)N1N=C(N=C1[C@H](C)NC(C1=CC(=CC(=C1)C(F)(F)F)C(F)(F)F)=O)C